N-(3,4-Dichlorophenyl)-6-morpholine-4-yl-N1-p-tolyl-[1,3,5]triazine-2,4-diamine ClC=1C=C(C=CC1Cl)NC1N(C(=NC(=N1)N)N1CCOCC1)C1=CC=C(C=C1)C